tert-butyl (3R,4S)-4-[[4-[3-(2,6-dibenzyloxy-3-pyridyl)-7-fluoro-1-methyl-indazol-6-yl]-3,6-dihydro-2H-pyridin-1-yl]methyl]-3-fluoro-piperidine-1-carboxylate C(C1=CC=CC=C1)OC1=NC(=CC=C1C1=NN(C2=C(C(=CC=C12)C=1CCN(CC1)C[C@H]1[C@H](CN(CC1)C(=O)OC(C)(C)C)F)F)C)OCC1=CC=CC=C1